4-chloro-3-(4-cyano-6-trifluoromethylpyridin-3-yl)-N-[2-(3-hydroxy-propoxy)-phenyl]-N-methyl-benzamide ClC1=C(C=C(C(=O)N(C)C2=C(C=CC=C2)OCCCO)C=C1)C=1C=NC(=CC1C#N)C(F)(F)F